FC1=CC=C(C=C1)C=1NC2=C(C=C(C=C2C1)NC(C=C)=O)C1=NN(C=C1)C N-(2-(4-fluorophenyl)-7-(1-methyl-1H-pyrazol-3-yl)-1H-indol-5-yl)acrylamide